C(C)(C)(C)OC(=O)N[C@@H](C(=O)OC)CC1=C(C=CC=C1)O methyl (2R)-2-[(tert-butoxycarbonyl)amino]-3-(2-hydroxyphenyl)propanoate